N-[4-(5-nitro-2-furyl)-2-thiazolyl]acetamide methyl-(2R,4S,5R,6R)-5-amino-6-((1R,2R)-3-azido-1,2-dihydroxypropyl)-4-hydroxy-2-(p-tolylthio)tetrahydro-2H-pyran-2-carboxylate COC(=O)[C@]1(O[C@H]([C@@H]([C@H](C1)O)N)[C@@H]([C@@H](CN=[N+]=[N-])O)O)SC1=CC=C(C=C1)C.[N+](=O)([O-])C1=CC=C(O1)C=1N=C(SC1)NC(C)=O